N1=C(C=C2N1CCCC2)C(=O)OC Methyl 4,5,6,7-tetrahydropyrazolo[1,5-a]pyridine-2-carboxylate